Cl.NCCC1=CC(O)=C(O)C=C1.[V] vanadium dopamine hydrochloride